FC1(C2=C(CN(C1)C(=O)[O-])C(=NN2COCC[Si](C)(C)C)C(=O)OCC)F ethyl 7,7-difluoro-1-(2-trimethylsilylethoxymethyl)-4,6-dihydropyrazolo[4,3-c]pyridine-3,5-dicarboxylate